N[C@@H]1C2=CC=CC=C2CC12CCN(CC2)C=2N=CC(=NC2CO)C#CCOC2=CC(=C(C(=O)N)C=C2)C (S)-4-((3-(5-(1-Amino-1,3-dihydrospiro[indene-2,4'-piperidin]-1'-yl)-6-(hydroxymethyl)Pyrazin-2-yl)prop-2-yn-1-yl)oxy)-2-methylbenzamide